BrC1=NN(C(=C1[N+](=O)[O-])C)C1COCCC1 3-bromo-5-methyl-4-nitro-1-(tetrahydro-2H-pyran-3-yl)-1H-pyrazole